2-chloro-4-methoxy-6-(trifluoromethyl)nicotinamide ClC1=C(C(=O)N)C(=CC(=N1)C(F)(F)F)OC